4-amino-7-bromo-2-oxo-1-(4-((trifluoromethyl)oxy)phenyl)-1,2-dihydroquinoline-3-carboxylic acid methyl ester COC(=O)C=1C(N(C2=CC(=CC=C2C1N)Br)C1=CC=C(C=C1)OC(F)(F)F)=O